CC1=C(OC(C(=O)OC(C)(C)C)(C)C)C(=CC(=C1)\C=C\C(=O)C=1OC2=C(C1C)C=CC(=C2)SCCC)C tert-butyl (E)-2-(2,6-dimethyl-4-(3-(3-methyl-6-(propylthio)benzofuran-2-yl)-3-oxoprop-1-en-1-yl)phenoxy)-2-methylpropanoate